8-hydroxy-6-fluoro-1,2,3,4-tetrahydronaphthalen-1-one OC=1C=C(C=C2CCCC(C12)=O)F